(4-(4-amino-7-(1-isobutyrylpiperidin-4-yl)pyrrolo[2,1-f][1,2,4]triazin-5-yl)phenyl)-5'-fluoro-6-methyl-2-oxo-5-(thiazol-4-yl)-2H-[1,3'-bipyridin]-3-carboxamide NC1=NC=NN2C1=C(C=C2C2CCN(CC2)C(C(C)C)=O)C2=CC=C(C=C2)C2=C(C(N(C(=C2C=2N=CSC2)C)C=2C=NC=C(C2)F)=O)C(=O)N